CN1N=C(C=C1)NC=1NC(/C(/N1)=C/C=1C=C2N=CC=NC2=CC1)=O (4Z)-2-[(1-methylpyrazol-3-yl)amino]-4-(quinoxalin-6-ylmethylene)-1H-imidazol-5-one